C(C)(C)C1(C=CC=C1)[Sr]C1(C=CC=C1)C(C)C bis(isopropylcyclopentadienyl)strontium (II)